3-(1-phenylvinyl)-1H-pyrazolo[3,4-d]pyrimidin-4(5H)-one C1(=CC=CC=C1)C(=C)C1=NNC=2N=CNC(C21)=O